tert-butyl ((1s,4s)-4-((3-(((4,6-dimethyl-2-oxo-1,2-dihydropyridin-3-yl)methyl)-carbamoyl)-5-(6-((dimethylamino)methyl)pyridin-3-yl)-2-methylphenyl)(methyl)amino)-cyclohexyl)carbamate CC1=C(C(NC(=C1)C)=O)CNC(=O)C=1C(=C(C=C(C1)C=1C=NC(=CC1)CN(C)C)N(C1CCC(CC1)NC(OC(C)(C)C)=O)C)C